3-(5-(4-(Methylsulfonyl)piperazin-1-yl)-2H-pyrazolo[3,4-c]pyridin-2-yl)-5-(trifluoromethoxy)phenol CS(=O)(=O)N1CCN(CC1)C1=CC=2C(C=N1)=NN(C2)C=2C=C(C=C(C2)OC(F)(F)F)O